The molecule is a myo-inositol tetrakisphosphate having the four phosphate groups at the 1-, 4-, 5- and 6-positions. It has a role as a mouse metabolite. It derives from a myo-inositol. It is a conjugate acid of a 1D-myo-inositol 1,4,5,6-tetrakisphosphate(8-). [C@H]1([C@@H]([C@H]([C@@H]([C@H]([C@@H]1OP(=O)(O)O)OP(=O)(O)O)OP(=O)(O)O)OP(=O)(O)O)O)O